(R)-6-(3-(5-chloropyridin-3-yl)isoxazolidin-2-yl)-N-(2-methoxy-4-(4-(4-methylpiperazin-1-yl)piperidin-1-yl)phenyl)pyrimidin-4-amine ClC=1C=C(C=NC1)[C@@H]1N(OCC1)C1=CC(=NC=N1)NC1=C(C=C(C=C1)N1CCC(CC1)N1CCN(CC1)C)OC